N,N-dimethylethyl-benzamide CN(C(C1=C(C=CC=C1)CC)=O)C